1-(4-(1,3-Dioxolan-2-yl)butyl)-3-methyl-1H-indole O1C(OCC1)CCCCN1C=C(C2=CC=CC=C12)C